BrC=1C=NC=C(C1CC1=CC=C(C=C1)SC(F)(F)F)N1N=CC=C1 3-bromo-5-(1H-pyrazol-1-yl)-4-[[4-[(trifluoromethyl)thio]phenyl]methyl]pyridine